ClC=1C(=C2C=NNC2=C(C1F)N1CC(CC1)OC)C=1N=CC=2N(C1)C=C(N2)NC(=O)[C@H]2[C@H](C2)F (1S,2S)-N-(6-(5-chloro-6-fluoro-7-(3-methoxypyrrolidin-1-yl)-1H-indazol-4-yl)imidazo[1,2-a]pyrazin-2-yl)-2-fluorocyclopropane-1-carboxamide